1-[(1-phenylpyrazol-4-yl)methyl]piperidin-4-one C1(=CC=CC=C1)N1N=CC(=C1)CN1CCC(CC1)=O